2-(2-Cyclopropyl-7-methyl-4-oxo-6,7-dihydrofuro[3,2-c]pyridin-5(4H)-yl)-N-(pyrimidin-2-yl)acetamide C1(CC1)C1=CC=2C(N(CC(C2O1)C)CC(=O)NC1=NC=CC=N1)=O